5-bromo-N-(2-bromo-6-carbamoyl-4-chloro-phenyl)-2-cyclopropyl-pyrazole-3-carboxamide BrC=1C=C(N(N1)C1CC1)C(=O)NC1=C(C=C(C=C1C(N)=O)Cl)Br